3-(5-(((1S,2R)-2-(3-(1-(2-cyclopropylacetyl)piperidin-4-yl)azetidin-1-yl)-3,3-difluorocyclohexyl)oxy)-1-oxoisoindolin-2-yl)piperidine-2,6-dione C1(CC1)CC(=O)N1CCC(CC1)C1CN(C1)[C@@H]1[C@H](CCCC1(F)F)OC=1C=C2CN(C(C2=CC1)=O)C1C(NC(CC1)=O)=O